FC(CN1CCC2N(C(CC1)=O)C(CC2)C(=O)N)F 3-(2,2-difluoroethyl)-6-oxodecahydro-pyrrolo[1,2-a][1,5]diazocine-8-carboxamide